2-[[4-(2-oxopyrrolidin-1-yl)benzoyl]amino]-4-tetrahydronaphthalen-2-yl-thiophene-3-carboxylic acid O=C1N(CCC1)C1=CC=C(C(=O)NC=2SC=C(C2C(=O)O)C2CC3=CC=CC=C3CC2)C=C1